C(C)(C)(C1=CC=CC=C1)C1=CC=C(C=C1)OC#N 4-cumyl-cyanatobenzene